CCCCCCCC/C=C/CCCCCCCC(=O)OC[C@H](COP(=O)([O-])OCC[N+](C)(C)C)O The molecule is a lysophosphatidylcholine 18:1 in which the acyl group is at position 1 is elaidoyl [(9E)-octadec-9-enoyl] and the hydoxy group at position 2 is unsubstituted. It has a role as an epitope.